FC1=CC=C(CNC(=O)[C@@H]2CC[C@H]3N2C([C@H](CN(CC3)C3COC3)NC([C@H](C)N(C(OC(C)(C)C)=O)C)=O)=O)C=C1 tert-butyl ((S)-1-(((5S,8S,10aR)-8-((4-fluorobenzyl)carbamoyl)-3-(oxetan-3-yl)-6-oxodecahydropyrrolo[1,2-a][1,5]diazocin-5-yl)amino)-1-oxopropan-2-yl)(methyl)carbamate